C(C=C)(=O)N[C@@H]1CCC=C(C1)C1=C2C(=C(NC2=C(C=C1F)C(=O)N)C)Cl (R)-4-(5-acrylamidocyclohex-1-en-1-yl)-3-chloro-5-fluoro-2-methyl-1H-indole-7-carboxamide